(S)-N-((1,2,3,5,6,7-hexahydro-s-indacen-4-yl)carbamoyl)-4-hydroxy-4-methyl-5,6,7,8-tetrahydro-4H-5,8-ethanocyclohepta[b]furan-2-sulfonamide C1CCC2=C(C=3CCCC3C=C12)NC(=O)NS(=O)(=O)C1=CC2=C(O1)C1CCC([C@]2(C)O)CC1